C(CCC)OC(=O)NC(CC(C)C)O butoxycarbonylamino-3-methyl-1-butanol